8-oxo-10a-phenyl-5,6,6a,7-tetrahydrobenzo[h]quinazoline-9-carbonitrile O=C1C(=CC2(C(CCC=3C=NC=NC23)C1)C1=CC=CC=C1)C#N